C(CCCCC)(=O)N(CCS(=O)(=O)O)C.[Na] sodium caproyl-methyltaurine